CS(=O)(=O)C1=CC=C(C=C1)C1=C(C=CC=C1)NC(=O)C=1C(=NN(C1)C)C(F)F 1-methyl-3-difluoromethyl-1H-pyrazole-4-carboxylic acid (4'-methylsulfonyl-biphenyl-2-yl)-amide